pyridine-2,5-dicarboxhydrazide N1=C(C=CC(=C1)C(=O)NN)C(=O)NN